(3R,4R)-3-hydroxy-4-methoxypyrrolidine-1-carboxylic acid tert-butylButyl ester C(C)(C)(C)C(CCC)OC(=O)N1C[C@H]([C@@H](C1)OC)O